3-(1-(2-aminopyridin-3-yl)cyclopropyl)-2-(t-butoxycarbonylamino)propionic acid NC1=NC=CC=C1C1(CC1)CC(C(=O)O)NC(=O)OC(C)(C)C